C(=O)NCC N-Formylethylamine